tetra-pyrazolylporphyrin N1N=C(C=C1)C1=C2C=CC(C(=C3C=CC(=C(C=4C=CC(=C(C5=CC=C1N5)C5=NNC=C5)N4)C4=NNC=C4)N3)C3=NNC=C3)=N2